ClC=1C=CC=2N(N1)C=C(N2)NC(C(=O)OCC)=O Ethyl 2-((6-chloroimidazo[1,2-b]pyridazin-2-yl) amino)-2-oxoacetate